NC1=NC=CC(=C1Cl)OC1=C(C=C(C=C1)C1=NN(C(=C1C(=O)N)C(F)(F)F)C1=NC=CC(=C1)C)F (4-((2-amino-3-chloropyridin-4-yl)oxy)-3-fluorophenyl)-1-(4-methylpyridin-2-yl)-5-(trifluoromethyl)-1H-pyrazole-4-carboxamide